8-(4-chloro-2-fluoro-phenyl)-3-ethyl-6-[2-(1-methylpyrazol-4-yl)morpholin-4-yl]pyrido[3,4-d]pyrimidin-4-one ClC1=CC(=C(C=C1)C1=NC(=CC2=C1N=CN(C2=O)CC)N2CC(OCC2)C=2C=NN(C2)C)F